C(C1=CC=CC=C1)OC1=CC(=C(C=C1)N(C(OC(C)(C)C)=O)C1=CC2=C(C=N1)N(C(N2C2CCCC2)=O)C)C tert-Butyl (4-(benzyloxy)-2-methylphenyl)(1-cyclopentyl-3-methyl-2-oxo-2,3-dihydro-1H-imidazo[4,5-c]pyridin-6-yl)carbamate